C(C=C)(=O)N1CC(N(CC1)C1CC(C1)C#CC1=C(C2=C(N=CN=C2N)N1C)C1=CC=C(C=C1)OC1=CC=CC=C1)=O 4-acryloyl-1-((1s,3s)-3-((4-amino-7-methyl-5-(4-phenoxyphenyl)-7H-pyrrolo[2,3-d]pyrimidin-6-yl)ethynyl)cyclobutyl)piperazin-2-one